CN1N=CC=2C1=NC(=CC2N2C[C@@H]([C@H](CC2)C2=NC=C(C=C2)N2CCNCC2)C)C 1,6-Dimethyl-4-[(3R,4S)-3-methyl-4-(5-piperazin-1-yl-2-pyridinyl)-1-piperidinyl]pyrazolo[3,4-b]pyridine